[N+](=O)([O-])C1=CC=C(C=C1)N=NC1=C(C2=CC=CC=C2C=C1)O (4-nitrophenylazo)-1-naphthol